(2-fluoro-4-nitrophenyl)piperazine-1-carboxylic acid tert-butyl ester C(C)(C)(C)OC(=O)N1C(CNCC1)C1=C(C=C(C=C1)[N+](=O)[O-])F